C(C1=CC=CC=C1)N1C=CC2=CC=CC(=C12)C1=NNC(=C1)C1(CC=C(C=C1)NC1CCN(CC1)C)N 1-(3-(1-benzyl-1H-indol-7-yl)-1H-pyrazol-5-yl)-N4-(1-methylpiperidin-4-yl)benzene-1,4-diamine